(9H-fluoren-9-yl)methyl ((3S,3aR,6S,6aR)-6-aminohexahydrofuro[3,2-b]furan-3-yl)carbamate N[C@H]1CO[C@H]2[C@@H]1OC[C@@H]2NC(OCC2C1=CC=CC=C1C=1C=CC=CC21)=O